((7-amino-2-((1R,2R)-2-(4-methylpyrimidin-2-yl)cyclopropyl)quinolin-4-yl)oxy)ethan-1-ol NC1=CC=C2C(=CC(=NC2=C1)[C@H]1[C@@H](C1)C1=NC=CC(=N1)C)OC(C)O